C(C)(C)(C)S(=O)(=O)NC(=O)C=1N=NC(=CC1)N1CCN(CC1)CC=1SC=C(C1)C1=CC(=CC=C1)OCC N-tert-Butylsulfonyl-6-[4-[[4-(3-ethoxyphenyl)thiophen-2-yl]methyl]piperazin-1-yl]pyridazine-3-carboxamide